6-chloro-7-(5,6-dihydrocyclopenta[c]pyrazol-2(4H)-yl)-1H-indole ClC1=CC=C2C=CNC2=C1N1N=C2C(=C1)CCC2